1,1,1-trifluoro-3-iodo-propane FC(CCI)(F)F